ClC=1C=CC2=C(C=C(S2)C(=O)NC(C(=O)O)\C=C\C(C)(C)C)C1 (E)-2-(5-chloro-1-benzothiophen-2-ylcarbonylamino)-5,5-dimethyl-3-hexenoic acid